ClC=1C=C(C=CC1F)C1=C(C=C2C(=NC(N3C2=C1SC[C@@H](C3)OCCOC)=O)N3C[C@@H](N[C@@H](C3)C)C)C(F)(F)F (R)-11-(3-chloro-4-fluorophenyl)-8-((3S,5R)-3,5-dimethylpiperazin-1-yl)-3-(2-methoxyethoxy)-10-(trifluoromethyl)-3,4-dihydro-2H,6H-[1,4]thiazepino[2,3,4-ij]quinazolin-6-one